2-methylamino-3-chloro-5-trifluoromethyl-pyridine CNC1=NC=C(C=C1Cl)C(F)(F)F